C(CCCCCCCCCCCCCCC)(=O)OC(C(C(SC(C(CNCCNCCNCCNCCNCCCCC=O)=O)=O)=O)OC(CCCCCCCCCCCCCCC)=O)=O pentaoxo-4-thia-8,11,14,17,20-pentaazapentacosane-1,2-diyl dipalmitate